2-(4-((4-(Cyclopropyl(4-(trifluoromethyl)benzyl)amino)-5-fluoro-7H-pyrrolo[2,3-d]pyrimidin-7-yl)methyl)-4-hydroxypiperidin-1-yl)acetamide C1(CC1)N(C=1C2=C(N=CN1)N(C=C2F)CC2(CCN(CC2)CC(=O)N)O)CC2=CC=C(C=C2)C(F)(F)F